CC(CC)[Si](N1[Si](N[Si](N[Si]1(C)C)(C)C)(C)C)(F)C(C)CC Di(butan-2-yl)-fluoro-(2,2,4,4,6,6-hexamethyl-1,3,5,2,4,6-triazatrisilinan-1-yl)silane